2-chloro-6,7-dimethylpteridine ClC1=NC2=NC(=C(N=C2C=N1)C)C